6-chloro-3-(((R)-1-(3,6-dimethyl-4-oxo-2-((S)-3-(pyrazin-2-yloxy)piperidin-1-yl)-3,4-dihydroquinazolin-8-yl)ethyl)amino)-N-(methylsulfonyl)picolinamide ClC1=CC=C(C(=N1)C(=O)NS(=O)(=O)C)N[C@H](C)C=1C=C(C=C2C(N(C(=NC12)N1C[C@H](CCC1)OC1=NC=CN=C1)C)=O)C